Cl.FC1=C(OC=2N=CC(=NC2)NC([C@H](C)N2C[C@@H](C(CC2)(F)F)C2=CC=[N+](C=C2)[O-])=O)C=CC(=C1)F 4-((S)-1-((S)-1-((5-(2,4-difluorophenoxy)pyrazin-2-yl)amino)-1-oxopropan-2-yl)-4,4-difluoropiperidin-3-yl)pyridine 1-oxide, Hydrochloride